C(C(=C)C)(=O)OCCS(=O)(=O)Cl 2-(methacryloxy)-ethylsulfonyl chloride